C(=O)(O)C(C(=O)O)C1=CC=CC=C1 carboxyphenyl-acetic acid